(S)-3-(1-((Tributylsilyl)oxy)ethyl)phenyl ethyl(methyl)carbamate C(C)N(C(OC1=CC(=CC=C1)[C@H](C)O[Si](CCCC)(CCCC)CCCC)=O)C